C(C)(=O)OC[C@H]1O[C@H]([C@@H](C1)OC(C)=O)N1C2=NC(=NC=C2N(C1=O)CC1(CC1)C#N)N ((2S,4R,5R)-4-acetoxy-5-(2-amino-7-((1-cyanocyclopropyl)methyl)-8-oxo-7,8-dihydro-9H-purin-9-yl) tetrahydrofuran-2-yl)methyl acetate